Cl.Cl.FC1=C(C=CC(=C1F)OC)C1=CN=C2N1C=CN=C2NC2=C(C(=C(C(=O)N1CCN(CC1)C(=O)[C@H]1NC[C@@H](C1)O)C=C2)C)F (4-(4-((3-(2,3-difluoro-4-methoxyphenyl)imidazo[1,2-a]pyrazin-8-yl)amino)-3-fluoro-2-methylbenzoyl)piperazin-1-yl)((2S,4R)-4-hydroxypyrrolidin-2-yl)methanone dihydrochloride